FC=1C(=NC=NC1N(C)CC=1C=NC(=CC1)OC)NC[C@@H]1[C@H](CN(CC1)CC(=O)N)O ((3R,4R)-4-(((5-fluoro-6-(((6-methoxy-pyridin-3-yl)methyl)(methyl)amino)pyrimidin-4-yl)amino)methyl)-3-hydroxypiperidin-1-yl)acetamide